{5S,7S}-2-[cyclopropyl(difluoro)methyl]-7-fluoro-5-phenyl-6,7-dihydro-5H-pyrrolo[1,2-b][1,2,4]triazole C1(CC1)C(C=1N=C2N(N1)[C@@H](C[C@@H]2F)C2=CC=CC=C2)(F)F